O1C=CC(CC1)=O 5,6-dihydropyran-4-one